C[C@H]1O[C@@H](CN(C1)C=1C=C2C(=CN1)O[C@]1(CN[C@H](C1)C)C2)C (2R,5'S)-5-((2R,6R)-2,6-dimethylmorpholino)-5'-methyl-3H-spiro[furo[2,3-c]pyridine-2,3'-pyrrolidine]